propane-hydroxamic acid C(CC)(=O)NO